BrC1=CC2=C(N(C(N2)=O)C)C=C1 5-bromo-1-methyl-3H-1,3-benzodiazol-2-one